(9-benzyl-1,5,9-triazacyclododecane-1,5-diyl)bis[2-hydroxy-2-(hydroxymethyl)propionamide] C(C1=CC=CC=C1)N1CCCN(CCCN(CCC1)CC(C(=O)N)(CO)O)CC(C(=O)N)(O)CO